para-toluidine NC1=CC=C(C=C1)C